(S)-N-(2-(1-(3-chloro-4-((2,4-difluorophenyl)methoxy-d2)-5',6-dimethyl-2-carbonyl-2H-[1,4'-bipyridine]-2'-yl)-1H-pyrazol-3-yl)propan-2-yl)acetamide ClC=1C(N(C(=CC1OC([2H])([2H])C1=C(C=C(C=C1)F)F)C)C1=CC(=NC=C1C)N1N=C(C=C1)C(C)(C)NC(C)=O)=C=O